2-(2,6-Dimethyl-4-((4-(2-(trifluoromethyl)pyrimidin-5-yl)piperazin-1-yl)methyl)phenoxy)-2-methylpropanoic acid CC1=C(OC(C(=O)O)(C)C)C(=CC(=C1)CN1CCN(CC1)C=1C=NC(=NC1)C(F)(F)F)C